F[P-](F)(F)(F)(F)F.N1(N=NC2=C1C=CC=C2)O[P+](N(C)C)(N(C)C)N(C)C benzotriazole-1-yloxy-tris(dimethylamino)phosphonium hexafluorophosphate